CC1CC(C2CCCCCCCCC=C2C1)=O 14-methyl-bicyclo[9.4.0]pentadec-1-en-12-one